Butyl-methoxyethoxyethylpiperidine C(CCC)C1N(CCCC1)CCOCCOC